C(#N)C1=CC=C(CSC=2N([C@H]3[C@H](O)[C@H](O)[C@@H](CO)O3)C=3N=C(NC(C3N2)=O)N)C=C1 8-(4-Cyanobenzylthio)guanosine